CN([SiH](O[Si](C)(C)C)C)C 1-dimethylamino-1,3,3,3-tetramethyldisiloxane